2-BROMO-4-CHLORO-5-METHOXYBENZAMIDE BrC1=C(C(=O)N)C=C(C(=C1)Cl)OC